2-(aminomethyl)-N,N-dimethylpyridin-4-amine NCC1=NC=CC(=C1)N(C)C